(2-ethoxyethyl)-hydrazine C(C)OCCNN